ClC1=CC=C(C=C1)N1C=NN(C1=O)CSC1=CC(=C(OCC(=O)O)C=C1)C 2-(4-(((4-(4-chlorophenyl)-5-oxo-4,5-dihydro-1H-1,2,4-triazol-1-yl)methyl)thio)-2-methylphenoxy)acetic acid